FC=1C=C2C=NN(C2=CC1C1=CC=NC2=C(C=CC=C12)CC(=O)NCC(=O)NCC(=O)O)C (2-{2-[4-(5-fluoro-1-methylindazol-6-yl)quinolin-8-yl]acetamido}acetamido)acetic acid